CC(CC)(CCCCCCCCCCCCCC)C1=NOC(N1)=O 3-(3-methylheptadecan-3-yl)-1,2,4-oxadiazol-5(4H)-one